COC(C1=C(C=CC=C1)OC1=C(C=CC=C1)C)=O (O-tolyloxy)benzoic acid methyl ester